silver prolinate N1[C@@H](CCC1)C(=O)[O-].[Ag+]